6-(5-methylcarbonyloxyethyl-2H-benzotriazol-2-yl)benzo[1,3]dioxol-5-ol CC(=O)OCCC1=CC=2C(=NN(N2)C=2C(=CC3=C(OCO3)C2)O)C=C1